N-(5-fluoropyridin-2-yl)-1-[1-(1,3-oxazole-4-carbonyl)-1,2,3,4-tetrahydroquinolin-6-yl]cyclobutane-1-carboxamide FC=1C=CC(=NC1)NC(=O)C1(CCC1)C=1C=C2CCCN(C2=CC1)C(=O)C=1N=COC1